C[N+](CCCCCCCCCCCCCCCC)(C)CC(CS(=O)(=O)[O-])O 3-(N,N-dimethyl-N-hexadecylammonio)-2-hydroxy-propane-1-sulfonate